C(CCCCCCC\C=C\CCCCCCCC)O elaidyl alcohol